C(C)(C)(C)C1=CC=C(C=C1)C1CC(C1)N(C(=O)C1CC2(C1)NC(OC2)=O)C N-((1r,3R)-3-(4-(tert-butyl)phenyl)cyclobutyl)-N-methyl-6-oxo-7-oxa-5-azaspiro[3.4]octane-2-carboxamide